4-((8-methyl-2,3-dihydro-1H-pyrido[2,3-b][1,4]oxazin-7-yl)amino)-N-(4-(4-(methylsulfonyl)piperazin-1-yl)phenyl)-2-oxo-1,2-dihydropyridine-3-carboxamide CC1=C(C=NC=2OCCNC21)NC2=C(C(NC=C2)=O)C(=O)NC2=CC=C(C=C2)N2CCN(CC2)S(=O)(=O)C